ClC1=CC=C(C=C1)C1C2=C(C3=CN(C(C=C3C(O1)CC(=O)[O-])=O)C)C=CC(=C2)OC (7-(4-chlorophenyl)-9-methoxy-2-methyl-3-oxo-2,3,5,7-tetrahydrobenzo[5,6]oxepino[4,3-c]pyridin-5-yl)acetate